tetraethyl-1,2-propylenediamine C(C)N(CC(C)N(CC)CC)CC